nonanat C(CCCCCCCC)(=O)[O-]